(Z)-4-(((1R,2s,3S,5s,7s)-5-hydroxyadamantan-2-yl)amino)-6-(1-methyl-1H-pyrazol-4-yl)-N'-phenylpyrrolo[1,2-b]-pyridazine-3-carboximidamide OC12C[C@H]3C([C@H](CC(C1)C3)C2)NC=2C=3N(N=CC2/C(/N)=N/C2=CC=CC=C2)C=C(C3)C=3C=NN(C3)C